C(C)(=O)OC1(CCC(CC1)C(O)(C)C)C 4-(acetyloxy)-α,α,4-trimethylcyclohexanemethanol